C(C)[C@H]1N(C[C@@H](N(C1)C1=NC=2N(C3=CC=C(C=C13)F)C=NN2)C)C(C2=NC=C(C=C2)C(F)(F)F)C2=CC=C(C=C2)F 5-((2S,5R)-5-ethyl-4-((4-fluorophenyl)(5-(trifluoromethyl)pyridin-2-yl)methyl)-2-methylpiperazin-1-yl)-7-fluoro-[1,2,4]triazolo[4,3-a]quinazoline